S(=O)(=O)(O)C(C(=O)OC)CCCCCCCCCC.[Na] sodium methyl sulpholaurate